FC1=CC(=C(C=C1C=1CCN(CC1)C1=NC=NC(=C1)OC)NC(=O)C1=CNC(C=C1C(F)(F)F)=O)N1C[C@H](N([C@H](C1)C)C)C N-[4-fluoro-5-[1-(6-methoxypyrimidin-4-yl)-3,6-dihydro-2H-pyridin-4-yl]-2-[(3R,5S)-3,4,5-trimethylpiperazin-1-yl]phenyl]-6-oxo-4-(trifluoromethyl)-1H-pyridine-3-carboxamide